[Br-].O[Si](CCC[N+](CCCCCCCCCCCCCCCCCC)(C)C)(O)O 3-(trihydroxysilyl)propyl-dimethyl-octadecyl-ammonium bromide